(R)-6-(4-chlorobenzyl)-9-isopropyl-2-(1-methyl-2-oxo-1,2-dihydropyridin-4-yl)-2,6,9-triazaspiro-[4.5]decane-7,10-dione ClC1=CC=C(CN2[C@@]3(CCN(C3)C3=CC(N(C=C3)C)=O)C(N(CC2=O)C(C)C)=O)C=C1